C(C)[N+]1(CCCCCC1)CC 1,1-diethylhexahydro-1H-azepinium